N-[(2,6-dimethyl-4-pyridyl)methyl]-4-{(2S,5S)-2-methyl-1,7-diaza-7-spiro[4.4]nonyl}-5-(3,5-difluorophenyl)nicotinamide CC1=NC(=CC(=C1)CNC(C1=CN=CC(=C1N1C[C@]2(CC[C@@H](N2)C)CC1)C1=CC(=CC(=C1)F)F)=O)C